N-(2-bromobenzyl)-4-(3-(pyridin-4-ylmethyl)ureido)benzamide BrC1=C(CNC(C2=CC=C(C=C2)NC(=O)NCC2=CC=NC=C2)=O)C=CC=C1